COC(C1=NC=C(C=C1C1=NC=CC=N1)C)=O 5-methyl-3-(pyrimidin-2-yl)picolinic acid methyl ester